N=1C=CCC1 4H-pyrrole